OC1=C(C2=NC3=C(N2C1)C=CC=C3)O 2,3-dihydroxy-1H-pyrrolo[1,2-a]benzimidazole